2-hydroxy-6-(4-methyl-6-oxo-1,4,5,6-tetrahydropyridazin-3-yl)quinoline-8-carbonitrile OC1=NC2=C(C=C(C=C2C=C1)C1=NNC(CC1C)=O)C#N